O1CCN(CC1)C=1C2=C(N=CN1)NC(=C2)C2=CC=C(C=C2)NCC2CCN(CC2)C2CCN(CC2)C(C=C)=O 1-(4-(((4-(4-morpholino-7H-pyrrolo[2,3-d]pyrimidin-6-yl)phenyl)amino)methyl)-[1,4'-bipiperidin]-1'-yl)prop-2-en-1-one